3H-imidazo[4,5-b]pyridine-5-carboxylic acid isopropyl ester C(C)(C)OC(=O)C1=CC=C2C(=N1)NC=N2